O=C1NC(CC[C@H]1OC1=CC(=C(C=C1)CC(=O)O)F)=O |r| Racemic-2-[4-[(2,6-dioxo-3-piperidyl)oxy]-2-fluoro-phenyl]acetic acid